2-allyl-6-(methylsulfinyl)-1-(pyridin-2-yl)-1,2-dihydro-3H-pyrazolo[3,4-d]Pyrimidin-3-one C(C=C)N1N(C2=NC(=NC=C2C1=O)S(=O)C)C1=NC=CC=C1